(S)-2-((5-Amino-6-fluoro-1H-pyrrolo[3,2-b]pyridin-2-yl)methyl)-5-fluoro-1'-((1-(fluoromethyl)cyclopropyl)methyl)spiro[isoindoline-1,3'-pyrrolidine]-2',3-dione NC1=C(C=C2C(=N1)C=C(N2)CN2C(C1=CC(=CC=C1[C@@]21C(N(CC1)CC1(CC1)CF)=O)F)=O)F